FC1=C(OCC=2C=C(C(=O)OC(C)(C)C)C=CC2)C=CC(=C1C=O)C tert-butyl 3-[(2-fluoro-3-formyl-4-methyl-phenoxy)methyl]benzoate